C(C=1CC[C@H]([C@@H](C1)C=1C(=CC(=CC1O)O)O)C(=C([2H])[2H])C([2H])([2H])[2H])([2H])([2H])[2H] (1'R,2'R)-5'-(methyl-d3)-2'-(prop-1-en-2-yl-d5)-1',2',3',4'-tetrahydro-[1,1'-biphenyl]-2,4,6-triol